(S)-N-(3-((S)-3-aminopiperidin-1-yl)propyl)-N-(3-chloro-4-fluorophenyl)-1-(6-methyl-4-(trifluoromethyl)pyridin-2-yl)pyrrolidine-2-carboxamide N[C@@H]1CN(CCC1)CCCN(C(=O)[C@H]1N(CCC1)C1=NC(=CC(=C1)C(F)(F)F)C)C1=CC(=C(C=C1)F)Cl